(3S)-3-[[(2S)-2-cyclohexyl-2-[9H-fluoren-9-ylmethoxycarbonyl(methyl)amino]acetyl]-methylamino]-4-oxo-4-piperidin-1-ylbutanoic acid C1(CCCCC1)[C@@H](C(=O)N([C@@H](CC(=O)O)C(N1CCCCC1)=O)C)N(C)C(=O)OCC1C2=CC=CC=C2C=2C=CC=CC12